5-(2-methoxypyridin-4-yl)-1,3,4-oxadiazole-2-carbohydrazide COC1=NC=CC(=C1)C1=NN=C(O1)C(=O)NN